6-bromo-5-methyl-3-oxo-2,3-dihydrobenzofuran-7-carboxylic acid methyl ester COC(=O)C1=C(C(=CC=2C(COC21)=O)C)Br